[N+](=O)([O-])C=1C=C2C=CN(C2=CC1)CCCN(CCCCCCCC(=O)OC(CCCCCCCC)CCCCCCCC)CCCCCCCC(OC(CC)CCCCCCCC)=O heptadecan-9-yl 8-((3-(5-nitro-1H-indol-1-yl)propyl)(8-oxo-8-(undecan-3-yloxy)octyl)amino)octanoate